[Br-].C(CCCCCCCCCCC)[N+](CCCCCCCCCCCC)(CCCCCCCCCCCC)CCCCCCCCCCCC Tetradodecyl-ammonium bromide